C(\C=C\C(=O)O)(=O)O.FC1=CC=C(C=C1)[C@@]1(CCOC2(CCCC2)C1)CCNCC1=C(C=CC=C1)C1=CC=NC=C1 (R)-2-(9-(4-fluorophenyl)-6-oxaspiro[4.5]decan-9-yl)-N-(2-(pyridin-4-yl)benzyl)ethylamine monofumarate